(4-(2-Fluorophenylamino)-6-aminopyrimidin-2-yl)(4-phenylpiperazin-1-yl)methanone FC1=C(C=CC=C1)NC1=NC(=NC(=C1)N)C(=O)N1CCN(CC1)C1=CC=CC=C1